4-(4-aminophenoxy)-2-benzylphenylbenzenamine NC1=CC=C(OC2=CC(=C(C=C2)C2=C(C=CC=C2)N)CC2=CC=CC=C2)C=C1